C(C)(C)(C)OC(=O)N1C[C@@H]2C([C@@H]2C1)NC(=O)OCC1=CC=CC=C1 (1R,5S,6S)-6-(((benzyloxy)carbonyl)amino)-3-azabicyclo[3.1.0]hexane-3-carboxylic acid tert-butyl ester